CC1=CC(=NC=C1)C1=NC=CC(=C1)C(=O)O 4-methyl-4'-carboxy-2,2'-bipyridine